N1CCC(CC1)C1=CC2=C(NC(O2)=O)C=C1 6-(piperidin-4-yl)benzo[d]oxazol-2(3H)-one